OC1=NC2=CC=C(C=C2N=C1O)S(=O)(=O)O 2,3-dihydroxyquinoxaline-6-sulphonic acid